2-[4-[[4-[3-[3-[[ethyl(methyl)sulfamoyl]amino]-2,6-difluoro-benzoyl]-1H-pyrrolo[2,3-b]pyridin-5-yl]phenyl]methyl]piperazin-1-yl]acetic acid C(C)N(S(=O)(=O)NC=1C(=C(C(=O)C2=CNC3=NC=C(C=C32)C3=CC=C(C=C3)CN3CCN(CC3)CC(=O)O)C(=CC1)F)F)C